ethyl 3-cyclopropyl-1-((3,3-difluorobicyclo[3.1.0]hexan-1-yl)methyl)-4-iodo-1H-pyrazole-5-carboxylate C1(CC1)C1=NN(C(=C1I)C(=O)OCC)CC12CC(CC2C1)(F)F